(S)-4-(((Benzyloxy)carbonyl)glycyl)morpholine-3-carboxylic acid C(C1=CC=CC=C1)OC(=O)NCC(=O)N1[C@@H](COCC1)C(=O)O